FC1=C(NC=2C3=C(N=CN2)C=C(C(=N3)N3[C@@H]2CN([C@H](C3)C2)C(C=C)=O)F)C=CC(=C1F)OC[C@@H]1OCCC1 1-[(1S,4S)-5-[4-[2,3-difluoro-4-[[(2R)-tetrahydrofuran-2-yl]methoxy]anilino]-7-fluoro-pyrido[3,2-d]pyrimidin-6-yl]-2,5-diazabicyclo[2.2.1]heptan-2-yl]prop-2-en-1-one